trans-2-((4-(4-(4-bromophenyl)-5-methyl-4H-1,2,4-triazol-3-yl)cyclohexyl)oxy)pyridine BrC1=CC=C(C=C1)N1C(=NN=C1C)[C@@H]1CC[C@H](CC1)OC1=NC=CC=C1